benzene (diazo)tetrakis(2,3,4,6-tetrafluorophenyl)borate [N+](=[N-])=C1C(C(=C(C(=C1F)[B-](C1=C(C(=C(C=C1F)F)F)F)(C1=C(C(=C(C=C1F)F)F)F)C1=C(C(=C(C=C1F)F)F)F)F)F)F.C1=CC=CC=C1